OC(CN(CCCNC(CCCCCCCCCCC)=O)CCCOCCCCCCCC)CO N-[3-[(2,3-dihydroxypropyl)(3-octyloxypropyl)amino]propyl]lauramide